FC1=CC=C(C(=O)C2=CC=C(C=C2)C(C)(C)C2=CC=C(C=C2)C(C2=CC=C(C=C2)F)=O)C=C1 2,2-bis[4-(4-fluorobenzoyl)phenyl]propane